3-methylbut-2-enyltrimethylsilane CC(=CC[Si](C)(C)C)C